O=C(CCCC(=O)OC(CCC1CC2CCCCC2C1)CCC1CC2CCCCC2C1)CCCC(=O)OC(CCCCCCC)CCCCCCC 1-[1,5-bis(octahydro-1H-inden-2-yl)pentan-3-yl] 9-pentadecan-8-yl 5-oxononanedioate